1-(1-(3-(4,4-difluoropiperidin-1-yl)bicyclo[1.1.1]pentan-1-yl)-4-iodo-1H-imidazol-2-yl)-2,2,2-trifluoroethanol FC1(CCN(CC1)C12CC(C1)(C2)N2C(=NC(=C2)I)C(C(F)(F)F)O)F